6-(4-chloro-1-isopropyl-1H-pyrazol-5-yl)-3-methoxy-N-(4-(1-methyl-4-(trifluoromethyl)-1H-imidazol-2-yl)benzyl)pyridazin-4-amine ClC=1C=NN(C1C1=CC(=C(N=N1)OC)NCC1=CC=C(C=C1)C=1N(C=C(N1)C(F)(F)F)C)C(C)C